S(=O)(=O)(O)CN[C@@H](CCC(=O)O)C(=O)O N-(sulfomethyl)glutamic acid